6-(1H-imidazol-1-yl)-1-methyl-4-(((1r,4r)-4-(oxetan-3-ylamino)cyclohexyl)amino)quinolin-2(1H)-one N1(C=NC=C1)C=1C=C2C(=CC(N(C2=CC1)C)=O)NC1CCC(CC1)NC1COC1